(R)-7-(3-(difluoromethoxy)-5-fluorophenyl)-3-((tetrahydrofuran-2-yl)methyl)-1-((3-(trifluoromethyl)phenyl)sulfonyl)-2,3-dihydroquinazolin-4(1H)-one FC(OC=1C=C(C=C(C1)F)C1=CC=C2C(N(CN(C2=C1)S(=O)(=O)C1=CC(=CC=C1)C(F)(F)F)C[C@@H]1OCCC1)=O)F